N[C@@H](C(=O)N[C@H](C(=O)N[C@@H](C(=O)N[C@@H](CC1=CC=C(C=C1)O)C(=O)O)CC1=CC=C(C=C1)C)CCCCNC(CCCCCCC)=O)CC=1N=CN(C1)C(C1=CC=CC=C1)C1=CC=CC=C1 ((R)-2-((S)-2-((R)-2-amino-3-(1-benzhydryl-1H-imidazol-4-yl)propanamido)-6-octanamidohexanamido)-3-(p-tolyl)propanoyl)-L-tyrosine